4-((3S,5S)-3-amino-5-fluoropiperidin-1-yl)-5-fluoro-2,3-dimethyl-1H-indole-7-carboxamide hydrochloride Cl.N[C@@H]1CN(C[C@H](C1)F)C1=C2C(=C(NC2=C(C=C1F)C(=O)N)C)C